N1N=CC(=C1)C1=NC(=NC=C1)C(=O)N 4-(1H-pyrazol-4-yl)pyrimidine-2-carboxamide